tert-butyl 3-((4-((3-chloro-2-fluorophenyl)amino)-6-nitroquinazolin-7-yl)ethynyl)-3-fluoropyrrolidine-1-carboxylate ClC=1C(=C(C=CC1)NC1=NC=NC2=CC(=C(C=C12)[N+](=O)[O-])C#CC1(CN(CC1)C(=O)OC(C)(C)C)F)F